2-methyl-4-(1-methylpyrazol-4-yl)isoquinolin-1-one CN1C(C2=CC=CC=C2C(=C1)C=1C=NN(C1)C)=O